CC=1CCC(C(C1)C=1C(=C(C(=CC1O)CCCCC)C=1SC=CC1)O)C(=C)C 5'-methyl-4-pentyl-2'-(prop-1-en-2-yl)-3-(thiophen-2-yl)-1',2',3',4'-tetrahydro-[1,1'-biphenyl]-2,6-diol